C1CC=CC2=C1C=C1C(=NS2(=O)=O)C=CC=C1 dihydrodibenzo[c,f][1,2]thiazepine 5,5-dioxide